(R)-4-((S)-3-(difluoromethoxy)pyrrolidine-1-yl)butane FC(O[C@@H]1CN(CC1)CCCC)F